1-{3-methoxy-4-{2-[4-(4-methoxyphenyl)piperazin-1-yl]ethoxy}benzyl}-3-(4-tolyl)urea COC=1C=C(CNC(=O)NC2=CC=C(C=C2)C)C=CC1OCCN1CCN(CC1)C1=CC=C(C=C1)OC